2,4-dimethylbenzylisocyanate CC1=C(CN=C=O)C=CC(=C1)C